5-methyl-3,4-diaminopyridine CC=1C(=C(C=NC1)N)N